C1NCC12NC(NC2=O)=O 2,5,7-triazaspiro[3.4]octane-6,8-dione